CC1=NC2=C(N1)C=C(C=C2)C2=NC(=NC=C2)NC2=CC(=CC=C2)C(F)(F)F 4-(2-methyl-1H-benzo[d]imidazol-6-yl)-N-(3-(trifluoromethyl)phenyl)pyrimidin-2-amine